2-((4S)-8-((6-aminohexyl)oxy)-6-(4-chlorophenyl)-1-methyl-4H-benzo[f][1,2,4]triazolo[4,3-a][1,4]diazepin-4-yl)-N-ethylacetamide NCCCCCCOC=1C=CC2=C(C(=N[C@H](C=3N2C(=NN3)C)CC(=O)NCC)C3=CC=C(C=C3)Cl)C1